C(C)O[C@H]1CN(CC[C@@H]1OCC1=NC=C(C=C1)OC(C)C)C1=CC(N(C=2C=CC(=NC12)C#N)C)=O 8-((3S,4S)-3-ethoxy-4-((5-isopropoxypyridin-2-yl)methoxy)piperidin-1-yl)-5-methyl-6-oxo-5,6-dihydro-1,5-naphthyridine-2-carbonitrile